hexyl-potassium phosphate salt P(=O)(O)(O)O.C(CCCCC)[K]